methoxy-5-(4-methyl-4-carboxypentoxy)-(E)-stilbene COC1=C(C=C(C=C1)OCCCC(C)(C(=O)O)C)\C=C\C1=CC=CC=C1